(S)-2-(((tert-butyldimethylsilyl)oxy)methyl)-5-oxopyrrolidine-1-carboxylic acid [Si](C)(C)(C(C)(C)C)OC[C@H]1N(C(CC1)=O)C(=O)O